N-(3-chloro-4-fluorobenzyl)pyridin-2-amine ClC=1C=C(CNC2=NC=CC=C2)C=CC1F